(5aR,6R,9aS)-2-(4-isopropylphenyl)-3-(2-methoxyethyl)-6,9a-dimethyl-7-oxo-4,5,5a,6,7,9a-hexahydro-3H-naphtho[1,2-d]imidazole-8-carbonitrile C(C)(C)C1=CC=C(C=C1)C=1N(C2=C(N1)[C@@]1(C=C(C([C@@H]([C@H]1CC2)C)=O)C#N)C)CCOC